((S)-1-(hydroxymethyl)-3-methyl-2-oxabicyclo[2.1.1]hexan-4-yl)-4-azaspiro[2.5]octane-7-carboxamide OCC12O[C@H](C(C1)(C2)C2CC21NCCC(C1)C(=O)N)C